3-((2-chlorobenzo[d]oxazol-5-yl)oxy)azetidine-1-carboxylic acid tert-butyl ester C(C)(C)(C)OC(=O)N1CC(C1)OC=1C=CC2=C(N=C(O2)Cl)C1